FC1=CC=C(C(=N1)C)[C@@H](C=1N=NN(C1)C1(CC1)C(F)(F)F)NC=1C=C2C(=C(C=NC2=C(C1)C#N)C#N)NCC(C)(C1=CC=CC=C1)C (S)-6-(((6-fluoro-2-methylpyridin-3-yl)(1-(1-(trifluoromethyl)cyclopropyl)-1H-1,2,3-triazol-4-yl)methyl)amino)-4-((2-methyl-2-phenylpropyl)amino)quinoline-3,8-dicarbonitrile